5-(4-{[2-(diethylamino)ethyl]oxy}phenyl)-1-[(4-methylphenyl)dioxy-λ6-sulfanyl]-3-(2-methylpyrazol-3-yl)pyrrolo[2,3-b]pyridine C(C)N(CCOC1=CC=C(C=C1)C=1C=C2C(=NC1)N(C=C2C=2N(N=CC2)C)[SH4]OOC2=CC=C(C=C2)C)CC